[Br-].CC=1N=C(SC1C)[N+]=1N(N=NC1C1=CC=CC=C1)C1=CC=CC=C1 [4,5-dimethylthiazol-2-yl]-2,5-diphenyltetrazolium bromide